N[C@@H]1[C@@H](C2CCC1CC2)C(=O)[O-] (2R,3S)-3-Amino-bicyclo[2.2.2]octan-2-carboxylat